OCCOC1=CC=C(C=C1)C1(CCCCC1)C1=CC=C(C=C1)OCCO 1,1-Bis[4-(2-hydroxyethoxy)phenyl]cyclohexane